CNC=1C=CC2=C(C=NO2)C1 N-methylbenzo[d]isoxazol-5-amine